(R)-8-(5-chloro-2-((1-methyl-1H-pyrazol-5-yl)amino)pyridin-4-yl)-4-hydroxy-2,3,4,5-tetrahydro-1H-pyrrolo[1,2-a][1,4]diazepin-1-one ClC=1C(=CC(=NC1)NC1=CC=NN1C)C=1C=C2N(C[C@@H](CNC2=O)O)C1